2-(morpholin-4-yl)-4-[(1E)-prop-1-en-1-yl]-8-(1H-pyrazol-5-yl)-1,7-naphthyridine N1(CCOCC1)C1=NC2=C(N=CC=C2C(=C1)\C=C\C)C1=CC=NN1